C1(=CC=CC2=CC=CC=C12)N(C1=CC(=C(C=C1)C1=C(C=C(N(C2=CC=CC=C2)C2=CC=CC3=CC=CC=C23)C=C1)C)C)C1=CC=CC=C1 N,N'-di(naphthalen-1-yl)-N,N'-di(phenyl)-2,2'-dimethylbenzidine